S(OC1=CC=C(C=C1)OCC1=CC=C(C=C1)C(NC1CCCCC1)=O)(=O)(=O)F 4-((4-(cyclohexylcarbamoyl)benzyl)oxy)phenyl sulfurofluoridate